{1-[(1s,3s)-3-fluorocyclobutyl]-3-(4-fluorophenyl)-1H-pyrazol-4-yl}-6-phenylfuro[2,3-d]pyrimidine FC1CC(C1)N1N=C(C(=C1)C=1N=CC2=C(N1)OC(=C2)C2=CC=CC=C2)C2=CC=C(C=C2)F